methyl 3-acetamido-2-amino-4-isopropylbenzoate C(C)(=O)NC=1C(=C(C(=O)OC)C=CC1C(C)C)N